CNP(=S)(N)N methylthiophosphoramide